[6-(difluoromethoxy)pyridin-2-yl]Methanone FC(OC1=CC=CC(=N1)C=O)F